1-(dimethylamino)-2-hydroxybutan CN(CC(CC)O)C